methyl 1-[2-[4-(2-chlorophenyl)-2-oxo-chromen-7-yl]oxypropanoyl]piperidine-3-carboxylate ClC1=C(C=CC=C1)C1=CC(OC2=CC(=CC=C12)OC(C(=O)N1CC(CCC1)C(=O)OC)C)=O